C(C1=CC=CC=C1)N1C[C@@H](CC1)N(CCNC(=O)C1CCN(CC1)C1=CC(=CC=C1)OC(F)(F)F)C N-(2-{[(3R)-1-benzylpyrrolidin-3-yl](methyl)amino}ethyl)-1-[3-(trifluoromethoxy)phenyl]piperidine-4-carboxamide